CC1=C(C(=C(C(=C1NCCNCCNC1=C(C(=C(C(=C1C)C)C)C)C)C)C)C)C bis(2-(pentamethylphenylamino)ethyl)-amine